OC(C(C(C)OCC)=O)O 1,1-dihydroxy-3-ethoxy-2-butanone